ClC(CCCSSCCCC(=O)Cl)=CC=O 4-[(4-chloro-4-oxoethylidenebutyl)disulfanyl]Butyryl chloride